FC(CNC(=O)C1=NC=CC=C1)(F)F N-(2,2,2-trifluoroethyl)pyridineamide